2,2-dioxo-2λ6-thia-1,8-diazaspiro[5.5]undecane-8-carboxylate O=S1(NC2(CCC1)CN(CCC2)C(=O)[O-])=O